3-methoxy-4'-[(1-{[4-(propan-2-yl)phenyl]carbamoyl}-DL-prolyl)amino][1,1'-biphenyl]-4-carboxylic acid COC=1C=C(C=CC1C(=O)O)C1=CC=C(C=C1)NC([C@H]1N(CCC1)C(NC1=CC=C(C=C1)C(C)C)=O)=O |r|